2-(3-(3-(tert-butylcarbamoyl)-1H-pyrazol-5-yl)phenyl)-N-(pentan-3-yl)oxazole-5-carboxamide copper [Cu].C(C)(C)(C)NC(=O)C1=NNC(=C1)C=1C=C(C=CC1)C=1OC(=CN1)C(=O)NC(CC)CC